2-((2-(6-(tert-Butyl)pyridin-2-yl)-1H-indol-5-yl)thio)-2-methylpropanoic acid C(C)(C)(C)C1=CC=CC(=N1)C=1NC2=CC=C(C=C2C1)SC(C(=O)O)(C)C